OCCOCCOCCC1N(CCN(C1)C(C1=CC=CC=C1)(C1=CC=CC=C1)C1=CC=CC=C1)C(=O)O 2-[2-(2-hydroxyethoxy)ethoxy]ethyl-4-tritylpiperazine-1-carboxylic acid